N,N-dimethyl-methanamine CN(C)C